NC1=CC=C(CCN2C(OC(C2=O)C)C=2C(=NN(C2)C2=CC=C(C=C2)Br)C2=CNC=C2)C=C1 3-(4-Aminophenethyl)-2-(1-(4-bromophenyl)-3-(1H-pyrrol-3-yl)-1H-pyrazol-4-yl)-5-methyl-oxazolidin-4-one